CC1=C(NC2=CC=C(C=C12)C1CCNCC1)C1=C2C(=NC=C1)C=CN2 7-(3-methyl-5-(piperidin-4-yl)-1H-indol-2-yl)-1H-pyrrolo[3,2-b]pyridine